C(C)N[Si](C)(C)C N-ethyl-trimethyl-silyl-amine